(R)-1-ethyl-8-((tetrahydro-2H-pyran-4-yl)methyl)-3-(4-(trifluoromethyl)phenyl)-1,3,8-triazaspiro[4.6]undecane-2,4-dione C(C)N1C(N(C([C@@]12CCN(CCC2)CC2CCOCC2)=O)C2=CC=C(C=C2)C(F)(F)F)=O